4-(trans-3-(3-cyclopropyl-4-(quinoxalin-2-yl)-1H-pyrazol-1-yl)cyclobutyl)but-2-enenitrile C1(CC1)C1=NN(C=C1C1=NC2=CC=CC=C2N=C1)[C@@H]1C[C@H](C1)CC=CC#N